C12(CNCC2C1)C=1C=CC=2N=CN=C(C2N1)NC1=C(C(=CC=C1)Cl)F 6-(3-Azabicyclo[3.1.0]hexan-1-yl)-N-(3-chloro-2-fluoro-phenyl)pyrido[3,2-d]pyrimidin-4-amine